C(CCC)C1=CC=CC=2NN=NC21 n-butylBenzotriazole